2',4'-difluoro-3'-nitro-[1,1'-biphenyl]-4-carboxylic acid methyl ester COC(=O)C1=CC=C(C=C1)C1=C(C(=C(C=C1)F)[N+](=O)[O-])F